CN1C(=NC2=C(C=C(C=C2C1=O)C)[C@@H](C)NC1=C(C(=O)O[C@H]2[C@@H]([C@H]([C@@H]([C@H](O2)C(=O)O)O)O)O)C=CC=C1)N1CCOCC1 (2S,3S,4S,5R,6S)-6-((2-(((R)-1-(3,6-dimethyl-2-morpholino-4-oxo-3,4-dihydroquinazolin-8-yl)ethyl)amino)benzoyl)oxy)-3,4,5-trihydroxytetrahydro-2H-pyran-2-carboxylic acid